(R)-(-)-2-phenylglycine amide C1=CC=C(C=C1)[C@H](C(=O)N)N